C(C)OC(COCCOC1CCN(CC1)C(=O)OC(C)(C)C)=O tert-butyl 4-[2-(2-ethoxy-2-oxo-ethoxy)ethoxy]piperidine-1-carboxylate